6-bromo-3-methyl-1-(oxetan-2-ylmethyl)-1,3-dihydro-2H-imidazo[4,5-b]Pyridine BrC=1C=C2C(=NC1)N(CN2CC2OCC2)C